N-(5-((6-((R)-3-(3-chloro-2-fluorophenyl)-isoxazolidine-2-yl)pyrimidine-4-yl)amino)-2-(4-((2S,5S)-4-cyclopropyl-2,5-dimethylpiperazine-1-yl)piperidine-1-yl)-4-methoxyphenyl)acrylamide ClC=1C(=C(C=CC1)[C@@H]1N(OCC1)C1=CC(=NC=N1)NC=1C(=CC(=C(C1)NC(C=C)=O)N1CCC(CC1)N1[C@H](CN([C@H](C1)C)C1CC1)C)OC)F